alpha-iodotrifluoroethane ICC(F)(F)F